BrC=1C=C(C(=NC1)C)NC(CCC)=O N-(5-bromo-2-methylpyridin-3-yl)butanamide